3-(((S)-7-((R)-2-(2,5-Difluorophenyl)piperazine-1-carbonyl)-10-hydroxy-7-azaspiro[4.5]decan-10-yl)methyl)-6-(3-fluorophenyl)pyrimidin-4(3H)-one FC1=C(C=C(C=C1)F)[C@H]1N(CCNC1)C(=O)N1CC2(CCCC2)[C@](CC1)(O)CN1C=NC(=CC1=O)C1=CC(=CC=C1)F